2-{2-[(tert-butyldimethylsilyl)oxy]-1-(3-chlorophenyl)ethoxy}acetonitrile [Si](C)(C)(C(C)(C)C)OCC(OCC#N)C1=CC(=CC=C1)Cl